N-methyl-1-naphthylamine CNC1=CC=CC2=CC=CC=C12